(7R*)-3-cyclopropyl-7-[3-[(2,5-dimethylpyrazol-3-yl)amino]-1,2,4-triazol-4-yl]-N-(2-methylpropyl)-8,9-dihydro-7H-cyclopenta[h]isoquinoline-5-sulfonamide C1(CC1)C=1N=CC=2C3=C(C=C(C2C1)S(=O)(=O)NCC(C)C)[C@@H](CC3)N3C(=NN=C3)NC=3N(N=C(C3)C)C |o1:21|